C(C)(=O)OOC1=CC=C(C=C1)C=1C2=CC=CC=C2N=C2C=CC=CC12 [4-(9-acridinyl) phenoxy] acetate